C(C(=C)C)(=O)OC(C)(CC(CC)C)C 2,4-dimethyl-2-hexyl methacrylate